FC(C1=NN(C=C1C(=O)N)C1=CC(=NC=C1)CC1=CC(=CC(=C1)C(F)(F)F)F)F 3-(Difluoromethyl)-1-(2-(3-fluoro-5-(trifluoromethyl)benzyl)pyridin-4-yl)-1H-pyrazol-4-carboxamid